C12CNCC(CC1)N2C2=CC(=NC=C2)OC2CC(C2)OC2CCN(CC2)C(=O)OC(C)(C)C tert-butyl 4-[3-[[4-(3,8-diazabicyclo[3.2.1]octan-8-yl)-2-pyridyl]oxy]cyclobutoxy]piperidine-1-carboxylate